FC1=C(C#N)C=CC(=C1)C1=CN(C=2N=CN=C(C21)OC2=NN(C=C2)C)CC2CNCC2 2-fluoro-4-(4-((1-methyl-1H-pyrazol-3-yl)oxy)-7-(pyrrolidin-3-ylmethyl)-7H-pyrrolo[2,3-d]pyrimidin-5-yl)benzonitrile